(S)-2-((4-(6-((1-(2,2-difluoroethyl)-1H-indazol-6-yl)methoxy)pyridin-2-yl)piperidin-1-yl)methyl)-3-(oxetan-2-ylmethyl)-3H-imidazo[4,5-b]pyridine-5-carboxylate FC(CN1N=CC2=CC=C(C=C12)COC1=CC=CC(=N1)C1CCN(CC1)CC1=NC=2C(=NC(=CC2)C(=O)[O-])N1C[C@H]1OCC1)F